3-galactosyl-lactose C1([C@H](O)[C@@H](O)[C@@H](O)[C@H](O1)CO)[C@]1([C@H](C(O)O[C@@H]([C@H]1O[C@H]1[C@H](O)[C@@H](O)[C@@H](O)[C@H](O1)CO)CO)O)O